Butyl-vinyl-pyrrolidine C(CCC)C1N(CCC1)C=C